S=C[C@H](O)[C@@H](O)[C@H](O)[C@H](O)CO.[Au] gold thioglucose